tert-butyl-1-piperazinecarboxylate C(C)(C)(C)OC(=O)N1CCNCC1